3-(8-(2-Chlorophenyl)-2-imino-3-methyl-2,3-dihydro-1H-imidazo[4,5-c]quinolin-1-yl)-4-methylbenzonitrile ClC1=C(C=CC=C1)C1=CC=2C3=C(C=NC2C=C1)N(C(N3C=3C=C(C#N)C=CC3C)=N)C